2-(2-chloro-6-fluorophenyl)-2-methylpropionic acid ClC1=C(C(=CC=C1)F)C(C(=O)O)(C)C